tert-Butyl (4-(4-((S)-6-((tert-butyldimethylsilyl)oxy)-6-methyl-1,4-oxazepan-4-yl)-6-cyano-2,8-difluoroquinazolin-7-yl)-5-fluorobenzo[b]thiophen-2-yl)carbamate [Si](C)(C)(C(C)(C)C)O[C@]1(CN(CCOC1)C1=NC(=NC2=C(C(=C(C=C12)C#N)C1=C(C=CC=2SC(=CC21)NC(OC(C)(C)C)=O)F)F)F)C